ethyl 3-([[5-(pyridin-4-yl)-4H-1,2,4-triazol-3-yl]methyl]amino)benzoate N1=CC=C(C=C1)C=1NC(=NN1)CNC=1C=C(C(=O)OCC)C=CC1